4-(2-fluorophenyl)-2-formyl-4-oxobutyronitrile FC1=C(C=CC=C1)C(CC(C#N)C=O)=O